hydroxy-2-(piperidin-1-yl)acetamidine OC(C(=N)N)N1CCCCC1